C(C)N([C@@H](CCCNC(N)=N)C(=O)O)CCCCCCCCCCCC ethyllaurylarginine